CN(C(=O)C1=NC=CC=C1C)CC=1C=NC=C(C1)C=1C=C2CCC(N(C2=CC1)C)=O 3-Methyl-pyridine-2-carboxylic acid methyl-[5-(1-methyl-2-oxo-1,2,3,4-tetrahydro-quinolin-6-yl)-pyridin-3-ylmethyl]-amide